COC(=O)C1CC2=C(NC3=CC=CC=C23)CN1C#CC 2-propynyl-2,3,4,9-tetrahydro-1H-pyrido[3,4-b]indole-3-carboxylic acid methyl ester